2-(azetidin-1-yl)-6-methoxy-N-(piperazin-1-ylmethyl)-7-(3-(pyrrolidin-1-yl)propoxy)quinazolin-4-amine N1(CCC1)C1=NC2=CC(=C(C=C2C(=N1)NCN1CCNCC1)OC)OCCCN1CCCC1